ClC1=C(C=C(C=C1OC)OC)C1=CC2=C(N=C(N=C2)NC2=CC=C(C=C2)N2CCNCC2)N2C1=NN=C2 6-(2-chloro-3,5-dimethoxyphenyl)-N-(4-(piperazin-1-yl)phenyl)-[1,2,4]triazolo[4',3':1,6]pyrido[2,3-d]pyrimidine-2-amine